9-chloro-6-((4,6-dimethyl-2-oxo-1,2-dihydropyridin-3-yl)methyl)-2-(trans-4-methoxycyclohexyl)-2,4-dimethyl-7,8-dihydro-[1,3]dioxolo[4,5-g]isoquinolin-5(6H)-one ClC=1C=2CCN(C(C2C(=C2C1OC(O2)(C)[C@@H]2CC[C@H](CC2)OC)C)=O)CC=2C(NC(=CC2C)C)=O